((S)-1-((1R,2S)-2-((S)-1-hydroxyethyl) cyclopropyl) ethyl) carbamate C(N)(O[C@@H](C)[C@H]1[C@H](C1)[C@H](C)O)=O